F[B-](F)(F)F.FC=1C=C(C=CC1C(=O)OC)[N+]#N 3-fluoro-4-(methoxycarbonyl)benzenediazonium tetrafluoroborate